F[P-](F)(F)(F)(F)F.C1(=CCCC=CCC1)[Rh+]C1=CCCC=CCC1 bis(1,5-cyclooctadienyl)rhodium hexafluorophosphate